methoxy-2,3-dihydro-1H-xanthene-4-carbaldehyde COC1CCC(=C2OC3=CC=CC=C3C=C12)C=O